N-methylthiophene-2-carboxamide CNC(=O)C=1SC=CC1